(R)-2-methylpalmitic acid C[C@@H](C(=O)O)CCCCCCCCCCCCCC